C(C)(=O)OCCCC=1C=NN(C(C1C=C)=O)C1OCCCC1 3-(6-oxo-1-(tetrahydro-2H-pyran-2-yl)-5-vinyl-1,6-dihydropyridazin-4-yl)propyl acetate